C1(=CC=C(C=C1)C1=C(C(=NC(=C1)C1=CC=CC=C1)C)[2H])C1=CC=CC=C1 ([1,1'-biphenyl]-4-yl)-2-methyl-6-phenylpyridine-3-d